4-propylpiperazin C(CC)N1CCNCC1